(6-(((1r,2r,5r)-8-(2-hydroxyethyl)-8-azabicyclo[3.2.1]oct-2-yl)amino)pyridazin-3-yl)-3-methyl-5-(trifluoromethyl)phenol OCCN1[C@H]2[C@@H](CC[C@@H]1CC2)NC2=CC=C(N=N2)C2=C(C=C(C=C2C)C(F)(F)F)O